3-nitroimidazo[1,2-a]pyridine [N+](=O)([O-])C1=CN=C2N1C=CC=C2